7-vinyl-1H-pyrrolo[3,2-b]pyridine-5-carbonitrile C(=C)C1=C2C(=NC(=C1)C#N)C=CN2